B(O)(O)CC1CC2(CCNC2)CCC1 7-(boronomethyl)-2-azaspiro[4.5]decane